ClC1=C(C=2N=C(N=C(C2C=N1)N1CC2(CCC(C1)C2)C(=O)O)OC[C@]21CCCN1C[C@@H](C2)F)F 3-(7-chloro-8-fluoro-2-(((2R,7aS)-2-fluorohexahydro-1H-pyrrolizin-7a-yl)methoxy)pyrido[4,3-d]pyrimidin-4-yl)-3-azabicyclo[3.2.1]octane-1-carboxylic acid